O=C1NC(CCC1N1C(C2=CC=C(C=C2C1=O)N1CCN(CC1)CCCN(C(OC(C)(C)C)=O)C)=O)=O tert-butyl N-[3-[4-[2-(2,6-dioxo-3-piperidyl)-1,3-dioxo-isoindolin-5-yl]piperazin-1-yl]propyl]-N-methyl-carbamate